ClC1=NN=C(S1)NC(CSC=1NC(C2=C(N1)N(N=C2)C2CC2)=O)=O N-(5-chloro-1,3,4-thiadiazol-2-yl)-2-((1-cyclopropyl-4-oxo-4,5-dihydro-1H-pyrazolo[3,4-d]pyrimidin-6-yl)thio)acetamide